OC1(CN(C1)C1=[N+](C=CC(=C1)[N+](=O)[O-])[O-])C 2-(3-hydroxy-3-methylazetidin-1-yl)-4-nitropyridin-1-oxide